3,4-dichloro-2-((S)-3-((1r,3S)-3-hydroxycyclobutyl)-6,7-dihydro-5H-pyrrolo[2,1-c][1,2,4]triazol-6-yl)phenol ClC=1C(=C(C=CC1Cl)O)[C@@H]1CC2=NN=C(N2C1)C1CC(C1)O